(5-fluoro-2-methoxyphenyl)(4-{[2-(4-fluorophenyl)imidazo[1,2-a]pyridine-3-yl]methyl}piperazin-1-yl)methanone FC=1C=CC(=C(C1)C(=O)N1CCN(CC1)CC1=C(N=C2N1C=CC=C2)C2=CC=C(C=C2)F)OC